NC=1C2=C(N=CN1)N(C=C2C(=O)NC2=CC(=C(C=C2)COC)F)C(C)(C)C 4-amino-7-(tert-butyl)-N-(3-fluoro-4-(methoxymethyl)phenyl)-7H-pyrrolo[2,3-d]pyrimidine-5-carboxamide